(S)-2-(N-[4-amino-5-(4-benzyloxybenzoyl)thiazol-2-yl]-3,4-difluoro-anilino)propanamide NC=1N=C(SC1C(C1=CC=C(C=C1)OCC1=CC=CC=C1)=O)N(C1=CC(=C(C=C1)F)F)[C@H](C(=O)N)C